FC(CN1N=C(C=2C1=NC(=CC2)N2CCC1(CN(C1)C1=NC(=NC(=C1)C(F)(F)F)C)CC2)C)F 7-[1-(2,2-difluoroethyl)-3-methyl-1H-pyrazolo[3,4-b]pyridin-6-yl]-2-[2-methyl-6-(trifluoromethyl)pyrimidin-4-yl]-2,7-diazaspiro[3.5]nonane